FC(SC1=C(C=CC=C1)C(F)(F)F)(F)F trifluoromethylthiobenzotrifluoride